FC(S(=O)(=O)[O-])(F)F.C(C)(=O)C1=C(C=C(C=C1)SC1=CC=C(C=C1)[S+](C1=CC=C(C=C1)SC1=CC(=C(C=C1)C(C)=O)C)C1=CC=C(C=C1)SC1=CC(=C(C=C1)C(C)=O)C)C tris[4-(4-acetyl-3-methylphenylthio)phenyl]sulfonium trifluoromethanesulfonate